2-hydroxy-5-sulfanilamide OC1=C(S(=O)(=O)N)C=C(C=C1)N